(3R)-3-[(4R)-4-ethyl-2-imino-4-methyl-6-oxo-hexahydropyrimidin-1-yl]-N-[(3S,4R)-3-hydroxy-2,2-dimethyl-chroman-4-yl]indane-5-carboxamide C(C)[C@]1(NC(N(C(C1)=O)[C@@H]1CCC2=CC=C(C=C12)C(=O)N[C@H]1[C@@H](C(OC2=CC=CC=C12)(C)C)O)=N)C